1-(4-(3-(hydroxymethyl)azetidin-1-yl)phenyl)-3-((2-(trimethylsilyl)ethoxy)methyl)dihydropyrimidine OCC1CN(C1)C1=CC=C(C=C1)N1CN(CCC1)COCC[Si](C)(C)C